2-(6-aminopurine-9-yl)-1-cyclopropylethanol NC1=C2N=CN(C2=NC=N1)CC(O)C1CC1